F[C@@H]1[C@@]2(C1)CN(C(C1=CC=C(C=C12)C(F)(F)F)=O)CC(=O)NC1=NC=CC=N1 2-[(2's,4r)-2'-fluoro-1-oxo-6-(trifluoromethyl)spiro[3H-isoquinoline-4,1'-cyclopropane]-2-yl]-N-pyrimidin-2-ylacetamide